CS(=O)[O-].[Na+] sodium methyl-sulfinate